(3-methoxypyridine-4-yl)boric acid COC=1C=NC=CC1OB(O)O